3-Methyl-imidazole diethyl-phosphate salt C(C)OP(=O)(OCC)O.CN1C=NC=C1